FC(C(=O)O[Na])(C(F)(F)F)F 2,2,3,3,3-pentafluoropropanoyloxysodium